((2-ethyl-6-methoxy-1,2,3,4-tetrahydroisoquinolin-7-yl)amino)-5-((2-(isopropylsulfonyl)phenyl)amino)-1,2,4-triazine-6-carboxamide C(C)N1CC2=CC(=C(C=C2CC1)OC)NC=1N=NC(=C(N1)NC1=C(C=CC=C1)S(=O)(=O)C(C)C)C(=O)N